(R)-3-Imino-5-(7-isopropyl-8-(prop-1-yn-1-yl)dibenzo[b,d]thiophen-2-yl)-2,2,5-trimethylthiomorpholine 1,1-dioxide N=C1N[C@](CS(C1(C)C)(=O)=O)(C)C1=CC2=C(SC3=C2C=C(C(=C3)C(C)C)C#CC)C=C1